C(C)(C)N1N=C(C2=CC(=CC=C12)CO)C(F)(F)F (1-isopropyl-3-trifluoromethyl-1H-indazol-5-yl)-methanol